di-tert-butyl phosphoramidate P(OC(C)(C)C)(OC(C)(C)C)(=O)N